CC1CC(N(C=C1)S(=O)(=O)C1=CC=C(C)C=C1)=O 4-methyl-1-tosyl-3,4-dihydropyridin-2(1H)-one